2-chloro-5-((4-((1-cyclopropyl-3-(tetrahydro-2H-pyran-4-yl)-1H-pyrazol-4-yl)oxy)pyridin-2-yl)amino)benzenesulfonamide ClC1=C(C=C(C=C1)NC1=NC=CC(=C1)OC=1C(=NN(C1)C1CC1)C1CCOCC1)S(=O)(=O)N